ClC1=CC=C(C=C1)C1=C(C=CC=C1)CN1C2CN(CC1C2)C=2C=C1C(N(C(C1=CC2F)=O)C2C(NC(CC2)=O)=O)=O 5-(6-((4'-chloro-[1,1'-biphenyl]-2-yl)methyl)-3,6-diazabicyclo[3.1.1]heptan-3-yl)-2-(2,6-dioxopiperidin-3-yl)-6-fluoroisoindoline-1,3-dione